N-(4-(4-amino-5-(4-(ethyl(isopropyl)(oxo)-1λ6-sulfanylidene)phenyl)-7-methyl-7H-pyrrolo[2,3-d]pyrimidin-6-yl)-phenyl)methacrylamide NC=1C2=C(N=CN1)N(C(=C2C2=CCC(C=C2)=S(=O)(C(C)C)CC)C2=CC=C(C=C2)NC(C(=C)C)=O)C